C(C(CC(C)=O)=O)[La](CC(CC(C)=O)=O)CC(CC(C)=O)=O tris(2,4-pentanedionyl)lanthanum